N-(3-(difluoromethyl)-1-(4-(4-(4-((2,6-dioxopiperidin-3-yl)amino)benzyl)piperazin-1-yl)phenyl)-1H-pyrazol-4-yl)-2-(2-((2,2,2-trifluoroethyl)amino)pyridin-4-yl)oxazole-4-carboxamide FC(C1=NN(C=C1NC(=O)C=1N=C(OC1)C1=CC(=NC=C1)NCC(F)(F)F)C1=CC=C(C=C1)N1CCN(CC1)CC1=CC=C(C=C1)NC1C(NC(CC1)=O)=O)F